((2R,3S,4R,5S)-5-(1-(2,2-difluorocyclobutyl)-2,4-dioxo-1,2,3,4-tetrahydropyrimidin-5-yl)-3,4-dihydroxytetrahydrofuran-2-yl)methyltetraphosphoric acid FC1(C(CC1)N1C(NC(C(=C1)[C@H]1[C@@H]([C@@H]([C@H](O1)COP(=O)(O)OP(=O)(O)OP(=O)(O)OP(=O)(O)O)O)O)=O)=O)F